C(CCCCCCCCCCCCCCCCCCCCCCCCCCCCCCCCCCCCCCCCCCCCCCCCCCCCC(=O)O)(=O)O hexamethylenebislignoceric acid